methyl (E)-hexadec-7-enoate C(CCCCC\C=C\CCCCCCCC)(=O)OC